ClC1=C(C#N)C=CC(=C1)N1CC2(CC1)CCN(CC2)C2=CC=C(C=C2)C(=O)N2CC(C2)N2CC1=CC=3C(N(C(C3C=C1C2)=O)C2C(NC(CC2)=O)=O)=O 2-chloro-4-(8-(4-(3-(6-(2,6-dioxopiperidin-3-yl)-5,7-dioxo-3,5,6,7-tetrahydropyrrolo[3,4-f]isoindol-2(1H)-yl)azetidine-1-carbonyl)phenyl)-2,8-diazaspiro[4.5]decan-2-yl)benzonitrile